C(C)(=O)O[C@H]1O[C@@H]([C@@]([C@H]1OC(C)=O)(C#CC)O)COC(C1=CC=CC=C1)=O (2R,3R,4R,5R)-5-((benzoyloxy)methyl)-4-hydroxy-4-(prop-1-yn-1-yl)tetrahydrofuran-2,3-diyl diacetate